tert-butyl N-[3-(4-bromo-7-fluoro-2-methyl-indazol-3-yl)propyl]-N-methyl-carbamate BrC=1C2=C(N(N=C2C(=CC1)F)C)CCCN(C(OC(C)(C)C)=O)C